FC1=CC=C(CC=2C(=NC=CN2)NCC2N(CC2)C)C=C1 3-(4-fluorobenzyl)-N-((1-methylazetidin-2-yl)methyl)pyrazin-2-amine